C1N(CC12CCCC2)C2=CC=C(C=N2)C2CN(C2)C(=O)N2CC(CC2)S(=O)(=O)N 1-[3-[6-(2-Azaspiro[3.4]octan-2-yl)-3-pyridyl]azetidine-1-carbonyl]pyrrolidine-3-sulfonamide